tert-butyl (S)-4-((5-(dimethylcarbamoyl)-2-oxo-4-phenylpyridin-1(2H)-yl)methyl)-4-hydroxy-3,3-dimethylpiperidine-1-carboxylate CN(C(=O)C=1C(=CC(N(C1)C[C@]1(C(CN(CC1)C(=O)OC(C)(C)C)(C)C)O)=O)C1=CC=CC=C1)C